2-((1-(2-cyano-3-(4-(2-(2,2-difluorocyclopropyl)acetyl)piperazin-1-yl)-7-methylquinoxalin-5-yl)ethyl)amino)benzoic acid C(#N)C1=NC2=CC(=CC(=C2N=C1N1CCN(CC1)C(CC1C(C1)(F)F)=O)C(C)NC1=C(C(=O)O)C=CC=C1)C